1-Ethyl-3-(5-(3-fluoro-5-((4-oxo-3,4-dihydrophthalazin-1-yl)methyl)phenyl)-1H-benzoimidazol-2-yl)urea C(C)NC(=O)NC1=NC2=C(N1)C=CC(=C2)C2=CC(=CC(=C2)CC2=NNC(C1=CC=CC=C21)=O)F